2-bromo-4-methyl-6-(thiazol-5-yl)pyridin-3-amine BrC1=NC(=CC(=C1N)C)C1=CN=CS1